NC1=CC=C(C(=O)N2[C@@H](CC2)C(=O)NC=2SC=C(N2)C2=CC(=CC=C2)C2=CC(=NC(=C2)C)C)C=C1 (S)-1-(4-aminobenzoyl)-N-(4-(3-(2,6-dimethylpyridin-4-yl)phenyl)thiazol-2-yl)azetidine-2-carboxamide